C(C)(=O)C1=C(C(=NN(C1=O)CC(=O)OCC)C(C)C)OCC(C)C ethyl 2-(5-acetyl-4-isobutoxy-3-isopropyl-6-oxopyridazin-1(6H)-yl)acetate